C(C1=CC=CC=C1)N(C/C=C/C(=O)N1CC2=C(C(C1)C1=C(C=CC=C1)C=1C(=NN(C1)CC)C(F)(F)F)C=C(S2)C#N)C (E)-6-(4-(benzyl(methyl)amino)but-2-enoyl)-4-(2-(1-ethyl-3-(trifluoromethyl)-1H-pyrazol-4-yl)phenyl)-4,5,6,7-tetrahydrothieno[2,3-c]pyridine-2-carbonitrile